4-(4-methyl-piperazin-1-yl)-N-{6-[2-(4-trifluoromethyl-benzyloxy)-ethoxy]-1H-indazol-3-yl}-benzamide CN1CCN(CC1)C1=CC=C(C(=O)NC2=NNC3=CC(=CC=C23)OCCOCC2=CC=C(C=C2)C(F)(F)F)C=C1